OCCNC1=NC(=CC(=C1)C=1C=C(C=CC1C)NC(=O)N1CC(=CC1)CC(F)(F)F)N1CCOCC1 N-(3-(2-((2-hydroxyethyl)amino)-6-morpholinopyridin-4-yl)-4-methylphenyl)-3-(2,2,2-trifluoroethyl)-2,5-dihydro-1H-pyrrole-1-carboxamide